N-ethyl-2-(1-ethyl-hydroxy-2-nitrosohydrazino)ethanamine C(C)NCCN(N(N=O)O)CC